C(OCCCN(CCOCCOCCOC)CCOCCOCCOC)(OC1=CC=C(C=C1)[N+](=O)[O-])=O 11-(2-(2-(2-methoxyethoxy) ethoxy) ethyl)-2,5,8-trioxa-11-azatetradecan-14-yl (4-nitrophenyl) carbonate